1,2,3,4-tetramethylimidazolium CN1C(=[N+](C(=C1)C)C)C